C(CCCCCCCCCCC)OC=1C=C2C=C3C(C=CC(C3=CC2=CC1OCCCCCCCCCCCC)=O)=O 6,7-bis(dodecyloxy)-1,4-anthraquinone